6-(Cyclopropanecarboxamido)-4-((2-(1-hydroxyethyl)-3-(1-methyl-1H-1,2,4-triazol-3-yl)phenyl)amino)-N-(methyl-d3)pyridazine-3-carboxamide C1(CC1)C(=O)NC1=CC(=C(N=N1)C(=O)NC([2H])([2H])[2H])NC1=C(C(=CC=C1)C1=NN(C=N1)C)C(C)O